1,7-dimethyl-4-(piperidin-4-yl)-1,4-dihydropyrido[2,3-b]pyrazine-2,3-dione dihydrochloride Cl.Cl.CN1C2=C(N(C(C1=O)=O)C1CCNCC1)N=CC(=C2)C